4-hydroxymethylphenyl-boronic acid pinacol ester OCC1=CC=C(C=C1)B1OC(C)(C)C(C)(C)O1